ClC1=C(C=C(C=C1)F)C1CCN(CC1)C(=O)C1=NNC=2CN(CCC21)C(C)=O 1-(3-(4-(2-chloro-5-fluorophenyl)piperidine-1-carbonyl)-4,5-dihydro-1H-pyrazolo[3,4-c]pyridin-6(7H)-yl)ethanone